BrC1=CC(=C(OC=2C(=CC=C(C2)COC2C(C2)(CSC)N)OC)C(=C1)Cl)Cl 5-(4-bromo-2,6-dichloro-phenoxy)-2-[(4-methoxyphenyl)methoxy]-N-[1-(methylsulfanylmethyl)cyclopropyl]amine